2-amino-3-methyl-N-(1H-pyrrolo[2,3-b]pyridin-1-yl)-N-((5-(trifluoromethyl)pyridin-2-yl)methyl)quinoline-6-carboxamide NC1=NC2=CC=C(C=C2C=C1C)C(=O)N(CC1=NC=C(C=C1)C(F)(F)F)N1C=CC=2C1=NC=CC2